7-cyclopentyl-N,N-dimethylpyrrolo[2,3-d]pyrimidine-6-carboxamide C1(CCCC1)N1C(=CC2=C1N=CN=C2)C(=O)N(C)C